1-methyl-2-oxo-4-{2-[3-(trifluoromethoxy)phenyl]-2,8-diazaspiro[4.5]decan-8-yl}-1,2-dihydroquinoline-3-carbonitrile CN1C(C(=C(C2=CC=CC=C12)N1CCC2(CCN(C2)C2=CC(=CC=C2)OC(F)(F)F)CC1)C#N)=O